O1N=C(C=C1)CN 1,2-Oxazol-3-ylmethanamine